5-(6-chloro-1-((2-(trimethylsilyl)ethoxy)methyl)-1H-pyrrolo[2,3-b]pyridin-3-yl)-6-methoxybenzo[d]oxazole ClC1=CC=C2C(=N1)N(C=C2C=2C(=CC1=C(N=CO1)C2)OC)COCC[Si](C)(C)C